Racemic-3,3-difluoro-4-(4-nitrophenyl)piperidine-1-carboxylic acid tert-butyl ester C(C)(C)(C)OC(=O)N1CC([C@H](CC1)C1=CC=C(C=C1)[N+](=O)[O-])(F)F |r|